(2'S)-2,2'-dimethylspiro[6,7-dihydrothieno[3,2-c]pyran-4,4'-piperidine] (trifluoromethanesulfonate) FC(S(=O)(=O)O)(F)F.CC1=CC2=C(CCOC23C[C@@H](NCC3)C)S1